2-methyl-N-(2-methylbenzyl)butan-1-amine CC(CNCC1=C(C=CC=C1)C)CC